CB([O-])[O-] methaneboronate